C(C)NS(=O)(=O)C=1C=C(OC[C@H](CNC2COC3(C2)CCN(CC3)S(=O)(=O)C=3C=C(C=CC3)C3=CC=C(C=C3)S(=O)(=O)N)O)C=CC1 3'-(3-((S)-3-(3-(N-ethylsulfamoyl)phenoxy)-2-hydroxypropylamino)-1-oxa-8-azaspiro[4.5]decan-8-ylsulfonyl)biphenyl-4-sulfonamide